(S)-N-(1-((cyanomethyl)amino)-3-(6-(4-methylpiperazin-1-yl)benzo[d]oxazol-2-yl)-1-oxopropan-2-yl)-1,3-dicyclopropyl-1H-pyrazole-5-carboxamide C(#N)CNC([C@H](CC=1OC2=C(N1)C=CC(=C2)N2CCN(CC2)C)NC(=O)C2=CC(=NN2C2CC2)C2CC2)=O